4-((3,5-dimethylisoxazol-4-yl)methoxy)-3-formyl-N-(4-(thiophen-2-yl)thiazol-2-yl)benzamide tert-Butyl-4-(((6-chloropyridin-3-yl)oxy)methyl)piperidine-1-carboxylate C(C)(C)(C)OC(=O)N1CCC(CC1)COC=1C=NC(=CC1)Cl.CC1=NOC(=C1COC1=C(C=C(C(=O)NC=2SC=C(N2)C=2SC=CC2)C=C1)C=O)C